CN(C1CCN(CC1)C1=C(C=C(C(=C1)OC)NC1=NC=NC(=C1)N1OCC[C@@H]1C1=CC(=CC=C1)OC1=CC=CC=C1)NC(C=C)=O)C (R)-N-(2-(4-(dimethylamino)-piperidin-1-yl)-4-methoxy-5-((6-(3-(3-phenoxyphenyl)isoxazolidin-2-yl)pyrimidin-4-yl)amino)phenyl)-acrylamide